6,8-dibromobenzopyran BrC=1C=C(C2=C(C=CCO2)C1)Br